O=C1NC(CCC1N1C(C2=CC=C(C=C2C1)NC(=O)C=1N=NC2=CC(=CC=C2C1)OC)=O)=O N-[2-(2,6-dioxopiperidin-3-yl)-1-oxo-3H-isoindol-5-yl]-7-methoxycinnoline-3-carboxamide